ClC(C(=O)C1=CC=C(C=C1)CC(C)C)C 2-Chloro-1-(4-isobutylphenyl)propan-1-one